tert-butyl (3-((5-amino-2-(1-((2-(trimethylsilyl)ethoxy)methyl)-1H-1,2,4-triazol-5-yl)pyridin-4-yl)amino)-5-methoxy cyclohexyl)carbamate NC=1C(=CC(=NC1)C1=NC=NN1COCC[Si](C)(C)C)NC1CC(CC(C1)OC)NC(OC(C)(C)C)=O